tert-butyl-2-chloro-4,6-dihydrospiro[cyclopenta[d]thiazole-5,4'-piperidine]-1'-carboxylic acid C(C)(C)(C)C1N(CCC2(C1)CC1=C(N=C(S1)Cl)C2)C(=O)O